isoamyl formate (Isopentyl formate) C(CC(C)C)C(=O)O.C(=O)OCCC(C)C